ClC=1C=C2CCN(CC2=C(C1)[C@H]1N(CCC1)C(=O)OC(C)(C)C)C(=O)N1[C@H](COCC1)C tert-butyl (S)-2-[6-chloro-2-[(S)-3-methylmorpholine-4-carbonyl]-1,2,3,4-tetrahydroisoquinolin-8-yl]pyrrolidine-1-carboxylate